FC=1C=C(C=C(C1)F)C1=NO[C@](C1)(C(=O)N[C@@H]1CO[C@@H](C1)C(NS(=O)(=O)CCC)=O)C (5R)-3-(3,5-difluorophenyl)-N-[cis-5-(propylsulfonylcarbamoyl)tetrahydrofuran-3-yl]-5-methyl-4H-isoxazole-5-carboxamide